N,N'-bis(phenanthrene-9-yl)-N,N'-bis(phenyl)benzidine C1=CC=CC=2C3=CC=CC=C3C(=CC12)N(C1=CC=C(C=C1)C1=CC=C(N(C2=CC=CC=C2)C=2C3=CC=CC=C3C=3C=CC=CC3C2)C=C1)C1=CC=CC=C1